6-(1-isopropyl-1H-pyrazol-3-yl)-N-(6-methoxypyrimidin-4-yl)-2-(1-methyl-1H-imidazol-2-yl)-5-phenylpyrrolo[2,1-f][1,2,4]triazin-4-amine C(C)(C)N1N=C(C=C1)C=1C(=C2C(=NC(=NN2C1)C=1N(C=CN1)C)NC1=NC=NC(=C1)OC)C1=CC=CC=C1